2,4-bis(2,4-dimethylphenyl)-6-[2-hydroxy-4-(3-decyloxy-2-hydroxypropyloxy)-5-α-cumylphenyl]-s-triazine CC1=C(C=CC(=C1)C)C1=NC(=NC(=N1)C1=C(C=C(C=C1)C)C)C1=C(C=C(C(=C1)C(C)(C)C1=CC=CC=C1)OCC(COCCCCCCCCCC)O)O